2-(benzylthio)-3-chloro-5-fluoro-6-(2,3,4,6-tetrafluorophenyl)pyridine C(C1=CC=CC=C1)SC1=NC(=C(C=C1Cl)F)C1=C(C(=C(C=C1F)F)F)F